(S)-2-((R)-3-((tert-butyldiphenylsilyl)oxy)-2-methylpropyl)-N-((1R,2R)-2-hydroxy-1,2-diphenylethyl)-N-methylpent-4-enamide [Si](C1=CC=CC=C1)(C1=CC=CC=C1)(C(C)(C)C)OC[C@@H](C[C@@H](C(=O)N(C)[C@@H]([C@@H](C1=CC=CC=C1)O)C1=CC=CC=C1)CC=C)C